ClC1=CC=C2CCN([C@H](C2=C1)C1=CSC(=C1)C(=O)C=1C(=NC=NC1)N[C@H]1C[C@@H]([C@H](C1)COS(N)(=O)=O)O)C(=O)OC(C)(C)C tert-butyl (1R)-7-chloro-1-(5-{[4-({(1R,3S,4R)-3-hydroxy-4-[(sulfamoyloxy)methyl]cyclopentyl}amino)pyrimidin-5-yl]carbonyl}-3-thienyl)-3,4-dihydroisoquinoline-2(1H)-carboxylate